COC(=O)C1=C(C=NC=C1)NCC1CCCC2=CC(=CC=C12)S(=O)(=O)C1=CC(=CC=C1)F 3-({[6-(3-Fluorobenzenesulfonyl)-1,2,3,4-tetrahydronaphthalen-1-yl]methyl}amino)pyridine-4-carboxylic acid methyl ester